(1R,5S,6s)-6-((2-methyl-1H-imidazol-1-yl)methyl)-3-azabicyclo[3.1.0]hexane hydrochloride Cl.CC=1N(C=CN1)CC1[C@H]2CNC[C@@H]12